(+/-)-3-(3-Bromophenyl)butanehydrazide BrC=1C=C(C=CC1)[C@@H](CC(=O)NN)C |r|